5-benzyl-3-((S)-1-(isoquinoline-1-carboxamido)-3-methylbutyl)-4,5-dihydroisoxazole C(C1=CC=CC=C1)C1CC(=NO1)[C@H](CC(C)C)NC(=O)C1=NC=CC2=CC=CC=C12